2,3-bis((5-methoxy-5-oxopentanoyl)oxy)succinic acid COC(CCCC(=O)OC(C(=O)O)C(C(=O)O)OC(CCCC(OC)=O)=O)=O